CC=1C(=C2CNC(C2=CC1)=O)NS(=O)(=O)C1=CC(=CC=C1)C#CC1=CC=CC=C1 N-(5-methyl-1-oxoisoindolin-4-yl)-3-(phenylethynyl)benzenesulfonamide